2-[3-[4-(o-tolyl)pyrazol-1-yl]-1-[2-[[1-[2-[4-(oxetan-3-yl)piperazin-1-yl]-2-oxo-ethyl]pyrazol-4-yl]amino]-[1,2,4]triazolo[1,5-a]pyridin-8-yl]azetidin-3-yl]acetonitrile C1(=C(C=CC=C1)C=1C=NN(C1)C1(CN(C1)C=1C=2N(C=CC1)N=C(N2)NC=2C=NN(C2)CC(=O)N2CCN(CC2)C2COC2)CC#N)C